IC1=NN(C2=NC(=CN=C21)N2CCC(CC2)(C)CNC(OCC2=CC=CC=C2)=O)C2OCCCC2 Benzyl ((1-(3-iodo-1-(tetrahydro-2H-pyran-2-yl)-1H-pyrazolo[3,4-b]pyrazin-6-yl)-4-methylpiperidin-4-yl) methyl)carbamate